2-((2S,4S)-1-acryloyl-4-(8-chloro-4-(3-(dimethylamino)azetidin-1-yl)-7-(2,4-dimethylphenyl)-6-fluoro-1H-imidazo[4,5-c]quinolin-1-yl)piperidin-2-yl)acetonitrile C(C=C)(=O)N1[C@@H](C[C@H](CC1)N1C=NC=2C(=NC=3C(=C(C(=CC3C21)Cl)C2=C(C=C(C=C2)C)C)F)N2CC(C2)N(C)C)CC#N